C(C)(C)C1=C(C(=CC=C1)C)N1C(NC(C2=C1NC(CC2=O)=O)=O)=O 1-(2-isopropyl-6-methylphenyl)pyrido[2,3-d]pyrimidine-2,4,5,7(1H,3H,6H,8H)-tetrone